3-amino-1-oxa-8-azaspiro[4.5]decane-8-carboxylic acid (R)-benzyl ester C(C1=CC=CC=C1)OC(=O)N1CCC2(CC(CO2)N)CC1